1,3-Dioleoyl-2-palmitoylglycerol C(CCCCCCC\C=C/CCCCCCCC)(=O)OCC(OC(CCCCCCCCCCCCCCC)=O)COC(CCCCCCC\C=C/CCCCCCCC)=O